ClC1=C(C(=CC=C1)Cl)N1CC(C1)C=1C=CC(=NC1)CN1CCC(CC1)C(=O)OC methyl 1-((5-(1-(2,6-dichlorophenyl) azetidin-3-yl) pyridin-2-yl) methyl)-piperidine-4-carboxylate